C(CCCCC)[P+](CCCCCC)(CCCCCC)CCCCCC.C(CCCCCCC)S(=O)(=O)[O-] octylsulfonate tetrahexylphosphonium salt